3-(2-(((1S,3R)-3-aminocyclohexyl)amino)-5-(trifluoromethyl)pyrimidin-4-yl)-1H-indole-6-carbonitrile N[C@H]1C[C@H](CCC1)NC1=NC=C(C(=N1)C1=CNC2=CC(=CC=C12)C#N)C(F)(F)F